DIMETHYLHEXAHYDROBENZOFURAN CC1(CC2CCCC=C2O1)C